C(C(CCCCC(=O)O)CCCC(=O)O)CCCC(=O)O.CC(CCCCN)(C)C1=CC=CC=C1 p-(1,1-dimethyl-5-amino-pentyl)benzene propane-1,2,3-triyl-tributyrate